C(#C)C1=NC=CC(=C1)OC 2-ethynyl-4-methoxypyridine